6-dihydroxymethylsilyl-L-norleucine OC(O)[SiH2]CCCC[C@H](N)C(=O)O